COC1=CC=C(CC=2C=C(C=CC2)B2OC(C(O2)(C)C)(C)C)C=C1 2-[3-(4-methoxybenzyl)phenyl]-4,4,5,5-tetramethyl-1,3,2-dioxaborolane